(S)-8-bromo-6-(3-(trifluoromethyl)phenylsulfonyl)-4,4a,5,6-tetrahydro-1H-pyrazino[1,2-a]quinoxaline-3(2H)-carboxylic acid tert-butyl ester C(C)(C)(C)OC(=O)N1C[C@@H]2N(C3=CC=C(C=C3N(C2)S(=O)(=O)C2=CC(=CC=C2)C(F)(F)F)Br)CC1